2,3,4,4-tetrachloronaphthalen-1(4H)-one ClC=1C(C2=CC=CC=C2C(C1Cl)(Cl)Cl)=O